(R)-2-(3-chloro-4H-thieno[3,2-b]pyrrole-5-carbonyl)-N-((R)-4-hydroxy-3-oxo-1-((S)-2-oxopyrrolidin-3-yl)butan-2-yl)-2-azabicyclo[2.2.2]octane-3-carboxamide ClC1=CSC2=C1NC(=C2)C(=O)N2C1CCC([C@@H]2C(=O)N[C@H](C[C@H]2C(NCC2)=O)C(CO)=O)CC1